5-chloro-6-fluoro-4-(4,4,5,5-tetramethyl-1,3,2-dioxaborolan-2-yl)naphthalen-2-ol ClC1=C2C(=CC(=CC2=CC=C1F)O)B1OC(C(O1)(C)C)(C)C